5'-(isopropylamino)-N-(3-(5-methoxypyridin-2-yl)-1-methyl-1H-pyrazol-4-yl)-[2,3'-bipyridine]-6-carboxamide C(C)(C)NC=1C=C(C=NC1)C1=NC(=CC=C1)C(=O)NC=1C(=NN(C1)C)C1=NC=C(C=C1)OC